FC(OC1CN(CC1)C=1C=NN(C1)C12CC(C1)(C2)NC(OCC[Si](C)(C)C)=O)(F)F 2-(trimethylsilyl)ethyl (3-{4-[3-(trifluoromethoxy)pyrrolidin-1-yl]-1H-pyrazol-1-yl}bicyclo[1.1.1]pentan-1-yl)carbamate